(1s,4s)-4-(3,7-dioxo-1-phenyl-2,11,14-trioxa-4,8-diazaheptadecane-17-amido)cyclohexane-1-carboxylic acid tert-butyl ester C(C)(C)(C)OC(=O)C1CCC(CC1)NC(CCOCCOCCNC(CCNC(OCC1=CC=CC=C1)=O)=O)=O